2-(1-(10-chloro-5,11-dihydrobenzo[6,7]oxepino[4,3-b]pyridin-11-yl)ethyl)-5-hydroxy-N-(isoxazol-4-yl)-1-methyl-6-oxo-1,6-dihydropyrimidine-4-carboxamide ClC1=CC=CC2=C1C(C1=NC=CC=C1CO2)C(C)C=2N(C(C(=C(N2)C(=O)NC=2C=NOC2)O)=O)C